tris-(2-chloroethyl)phosphate ClCCOP(=O)(OCCCl)OCCCl